C(CC=C)[C@H]1CCC(N1)=O (5S)-5-but-3-enylpyrrolidin-2-one